C(C)(C)(C)OC(NCC1=CC(=CC(=C1)C=1C=NN(C1)C=1C=NC(=CC1)F)F)=O (3-Fluoro-5-(1-(6-fluoropyridin-3-yl)-1H-pyrazol-4-yl)benzyl)carbamic acid tert-butyl ester